N-benzyl-6-[2-(3,4-difluoro-2-methoxy-phenoxy)-5-fluoro-4-(trifluoromethyl)phenyl]-4-hydroxy-N,2-dimethyl-pyridine-3-sulfonamide C(C1=CC=CC=C1)N(S(=O)(=O)C=1C(=NC(=CC1O)C1=C(C=C(C(=C1)F)C(F)(F)F)OC1=C(C(=C(C=C1)F)F)OC)C)C